4-(pyridin-2-yl)-2-p-tolyl-1H-indole-7-carboxamid N1=C(C=CC=C1)C1=C2C=C(NC2=C(C=C1)C(=O)N)C1=CC=C(C=C1)C